ClCC(=O)N(C)C(COC1=CC=C(C=C1)C)(C)C 2-chloro-N-[1,1-dimethyl-2-(4-methylphenoxy)ethyl]-N-methyl-acetamide